N-butyl-pyridine C(CCC)N1CC=CC=C1